FC1=CC=CC=C1C#N 6-fluorobenzonitrile